COC=1C=C(CN(C2=CC(=CC=C2)OCCOCCN2CCOCC2)CC2=CC(=CC=C2)OC)C=CC1 N,N-bis(3-methoxybenzyl)-3-(2-(2-morpholinoethoxy)ethoxy)aniline